acryloyloxypropylmaleic acid C(C=C)(=O)OCCC/C(/C(=O)O)=C/C(=O)O